N-(6-((5-bromo-2-((2-methoxy-5-methyl-4-((1R,3s,5S)-3-(4-methylpiperazin-1-yl)-8-azabicyclo[3.2.1]octan-8-yl)phenyl)amino)pyrimidin-4-yl)amino)quinoxalin-5-yl)methanesulfonamide BrC=1C(=NC(=NC1)NC1=C(C=C(C(=C1)C)N1[C@H]2CC(C[C@@H]1CC2)N2CCN(CC2)C)OC)NC=2C(=C1N=CC=NC1=CC2)NS(=O)(=O)C